N-(4-(cis-bicyclo[3.1.0]hexan-3-yloxy)-3,5-difluorophenyl)-5-ethyl-2-(3-methoxy-3-methylazetidin-1-yl)oxazole-4-carboxamide C12CC(CC2C1)OC1=C(C=C(C=C1F)NC(=O)C=1N=C(OC1CC)N1CC(C1)(C)OC)F